(rac)-2-(3-(1-(Pyridin-4-yl)ethyl)-1H-pyrazol-1-yl)acetonitrile N1=CC=C(C=C1)[C@@H](C)C1=NN(C=C1)CC#N |r|